(S)-1-(4-(5-((4-amino-2-(hexan-3-yloxy)imidazo[2,1-f][1,2,4]triazin-7-yl)methyl)-3-methylpyridin-2-yl)piperazin-1-yl)-2-(methylamino)ethan-1-one NC1=NC(=NN2C1=NC=C2CC=2C=C(C(=NC2)N2CCN(CC2)C(CNC)=O)C)O[C@@H](CC)CCC